(S)-N-(4-methoxy-4-(trifluoromethyl)cyclohexyl)-4-(5-(6-methylpyrimidin-4-yl)-1H-pyrazole-3-carbonyl)-4-azaspiro[2.5]octane-7-carboxamide COC1(CCC(CC1)NC(=O)[C@H]1CCN(C2(CC2)C1)C(=O)C1=NNC(=C1)C1=NC=NC(=C1)C)C(F)(F)F